C(#N)C1=CC=C(C=C1)C1=CN=CC2=C1OCCN2C(=O)C2CN(C2)C2=CC=C(C#N)C=C2 4-(3-(8-(4-cyanophenyl)-3,4-dihydro-2H-pyrido[4,3-b][1,4]oxazine-4-carbonyl)azetidin-1-yl)benzonitrile